ClC1=NC=NC(=C1)N1CCC(CC1)C(OC)OC 4-chloro-6-(4-(dimethoxymethyl)piperidin-1-yl)pyrimidine